tert-butyl (2-(dimethylamino)-2-oxoethyl)carbamate CN(C(CNC(OC(C)(C)C)=O)=O)C